N-((R)-1-(2-((S*)-1-amino-4,4,4-trifluoro-3,3-dimethylbutyl)-1H-benzo[d]imidazol-5-yl)ethyl)-4,4,4-trifluorobutanamide N[C@@H](CC(C(F)(F)F)(C)C)C1=NC2=C(N1)C=CC(=C2)[C@@H](C)NC(CCC(F)(F)F)=O |o1:1|